C(#N)CCNC(=O)C=1C(=C2C(=NC1)SC(=N2)C2=CC=CC=C2)N[C@@H](CO)C (R)-N-(2-cyanoethyl)-7-((1-hydroxypropan-2-yl)amino)-2-phenylthiazolo[5,4-b]pyridine-6-carboxamide